O.[Cu](O)O.[Cu](O)O copper hydroxide, hemihydrate